2-(Cyclopent-1-en-1-yl)-5-nitrobenzonitrile C1(=CCCC1)C1=C(C#N)C=C(C=C1)[N+](=O)[O-]